but-3-enenitrile C(CC=C)#N